ClC=1C(=C(C=CC1)NC1=C(NC2=C1C(NCC21CCN(CC1)C(=O)OC(C)(C)C)=O)C1=C(C=NC=C1)F)OC tert-butyl 3'-[(3-chloro-2-methoxyphenyl) amino]-2'-(3-fluoropyridin-4-yl)-4'-oxo-5',6'-dihydro-1'H-spiro[piperidine-4,7'-pyrrolo[3,2-c]pyridine]-1-carboxylate